NCC1=CC(=C(C=C1)NC(=O)C1=CC2=C(OCCC3=C2SC=C3)C=C1C=1C(=NC(=CC1)C(NC1(CCCC1)C)=O)C(=O)OC)C methyl 3-(9-((4-(aminomethyl)-2-methylphenyl)carbamoyl)-4,5-dihydrobenzo[b]thieno[2,3-d]oxepin-8-yl)-6-((1-methylcyclopentyl)carbamoyl)picolinate